2-(3,5-bis-tert-butyl-2-hydroxyphenyl)-2H-benzotriazole C(C)(C)(C)C=1C(=C(C=C(C1)C(C)(C)C)N1N=C2C(=N1)C=CC=C2)O